N,N'-dicyclohexylcarbonyl-1,4-diaminocyclohexane C1(CCCCC1)C(=O)NC1CCC(CC1)NC(=O)C1CCCCC1